2,2'-dihydroxy-4,4'-biphenyldiamine OC1=C(C=CC(=C1)N)C1=C(C=C(C=C1)N)O